6-(3,3-difluoroazetidin-1-yl)-4-(6-(6-(3-(methylsulfonyl)benzyl)-3,6-diazabicyclo[3.1.1]heptan-3-yl)pyridin-3-yl)pyrazolo[1,5-a]pyridine-3-carbonitrile FC1(CN(C1)C=1C=C(C=2N(C1)N=CC2C#N)C=2C=NC(=CC2)N2CC1N(C(C2)C1)CC1=CC(=CC=C1)S(=O)(=O)C)F